N1=C(N=CC=C1)C=1C(=NC=CN1)C(C)N 1-(3-pyrimidin-2-ylpyrazin-2-yl)ethylamine